stearyl 3,5-di-tert-butyl-4-hydroxyhydrocinnamate C(C)(C)(C)C=1C=C(CCC(=O)OCCCCCCCCCCCCCCCCCC)C=C(C1O)C(C)(C)C